C(C)OC(=O)C1=C(N(C(=CC1=O)CN1N=C(N=C1)C#N)CC)C1=CC(=C(C=C1)Cl)Cl.ClC1=C(C=NC2=CC=CC=C12)CC1N(CCCC1)CC1=CC=C(C=C1)OC 4-chloro-3-((1-(4-methoxybenzyl)piperidine-2-yl)methyl)quinoline ethyl-6-[(3-cyano-1,2,4-triazol-1-yl)methyl]-2-(3,4-dichlorophenyl)-1-ethyl-4-oxo-pyridine-3-carboxylate